3-isopropyl-5-(4-(2,2,2-trifluoro-1-((5-(2-fluoropyridin-4-yl)thiazolo[5,4-b]pyridin-2-yl)oxy)ethyl)piperidin-1-yl)-1,2,4-oxadiazol C(C)(C)C1=NOC(=N1)N1CCC(CC1)C(C(F)(F)F)OC=1SC2=NC(=CC=C2N1)C1=CC(=NC=C1)F